C(C)N(C[C@@H](C)O)CC (2R)-1-(diethylamino)propan-2-ol